4-(6-chloro-4-(6,6-difluoro-1,4-diazepan-1-yl)-8-fluoro-2-((tetrahydro-1H-pyrrolizin-7a(5H)-yl)methoxy)-quinazolin-7-yl)-7-fluoro-benzo[d]thiazol-2-amine ClC=1C=C2C(=NC(=NC2=C(C1C1=CC=C(C2=C1N=C(S2)N)F)F)OCC21CCCN1CCC2)N2CCNCC(C2)(F)F